(2R,3R)-2-(2,5-difluorophenyl)-3-((4-(pyridin-4-yl)butyl)disulfanyl)-1-(1H-1,2,4-triazol-1-yl)butan-2-ol FC1=C(C=C(C=C1)F)[C@@](CN1N=CN=C1)([C@@H](C)SSCCCCC1=CC=NC=C1)O